N-Boc-L-proline amide C(=O)(OC(C)(C)C)NC([C@H]1NCCC1)=O